ClC1=C(C=C(OCC(=O)NC23CC(C2)(C3)NC(COCC3=CC(=CC=C3)C#N)=O)C=C1)F 2-(4-chloro-3-fluorophenoxy)-N-(3-{2-[(3-cyanophenyl)methoxy]acetylamino}-bicyclo[1.1.1]pentan-1-yl)acetamide